N,N-bis(3-dibenzofuranyl)-amine C1=CC(=CC=2OC3=C(C21)C=CC=C3)NC=3C=CC2=C(OC1=C2C=CC=C1)C3